4-(3-(trifluoromethyl)-1H-pyrazol-4-yl)phenyl-1H-pyrazol FC(C1=NNC=C1C1=CC=C(C=C1)N1N=CC=C1)(F)F